(3,5-Bis(trifluoromethyl)phenyl)diisopropoxyborane FC(C=1C=C(C=C(C1)C(F)(F)F)B(OC(C)C)OC(C)C)(F)F